O[C@]12[C@@H](C[C@H]3[C@@H]4CC[C@H]([C@@H](CC[C@H](C(C)C)C)C)[C@]4(CC[C@@H]3[C@]2(CC[C@@H](C1)O)C)C)NCCCNCCCCN 5α-hydroxy-6β-[3-(4-aminobutylamino)propylamino]-campestan-3β-ol